C(C)(C)(C)OC(=O)NC1(CCN(CC1)C1=NC2=CC=C(C=C2C(=N1)NC1=NNC(=C1F)C1CC1)C(=O)O)C (4-((tert-butoxycarbonyl)amino)-4-methylpiperidin-1-yl)-4-((5-cyclopropyl-4-fluoro-1H-pyrazol-3-yl)amino)quinazoline-6-carboxylic acid